2,2'-isopropylidenebis(4-phenyl-2-oxazoline) nickel (II) [Ni+2].C(C)(C)(C=1OCC(N1)C1=CC=CC=C1)C=1OCC(N1)C1=CC=CC=C1